N[C@@H]1C[C@](C[C@@H]1F)(C(=O)N(C)OC)CC1=CC(=C(C=C1)F)C1=NC=C(C=N1)F |o1:1,3,5| (1R*,3R*,4S*)-3-amino-4-fluoro-1-(4-fluoro-3-(5-fluoropyrimidin-2-yl)benzyl)-N-methoxy-N-methylcyclopentane-1-carboxamide